N-(8'-(difluoromethoxy)-4'H-spiro[cyclopropane-1,5'-naphtho[2,1-d]isoxazol]-3'-yl)-3-methoxypyrazine-2-sulfonamide FC(OC1=CC=C2C3(CC=4C(=NOC4C2=C1)NS(=O)(=O)C1=NC=CN=C1OC)CC3)F